CC1=CCC2=CC=CC=C12 3-methyl-1H-inden